C(CN([C@@H](CCC(=O)[O-])C(=O)[O-])CC(=O)[O-])(=O)[O-].[Na+].[Na+].[Na+].[Na+].C(CCCCCCCCCCCCCCC)OCC(O)COCCCCCCCCCCCCCCCC 1,3-di(hexadecyl)glycerol TETRASODIUM GLUTAMATE DIACETATE